(R)-6-(5-amino-1-(2-hydroxyethyl)-1H-pyrazol-4-yl)-4-(1-(5-fluoropyridin-2-yl)ethoxy)pyrazolo[1,5-a]pyridine-3-carbonitrile NC1=C(C=NN1CCO)C=1C=C(C=2N(C1)N=CC2C#N)O[C@H](C)C2=NC=C(C=C2)F